dodecyl N-ethylcarbamate C(C)NC(OCCCCCCCCCCCC)=O